4-((7-chloroisoquinolin-1-yl)amino)-N-(4-methoxybenzyl)pyridinecarboxamide ClC1=CC=C2C=CN=C(C2=C1)NC1=CC(=NC=C1)C(=O)NCC1=CC=C(C=C1)OC